FC(CCN1CC(CC1)CNC(=O)C=1C=2C[C@@H]3[C@H](C2N(N1)C1=C(C=C(C=C1)F)F)C3)(F)F (1aR,5aR)-2-(2,4-Difluoro-phenyl)-1a,2,5,5a-tetrahydro-1H-2,3-diaza-cyclopropa[a]pentalene-4-carboxylic acid [1-(3,3,3-trifluoro-propyl)-pyrrolidin-3-ylmethyl]-amide